CC(CC)(C)NCC (dimethyl-propyl)ethyl-amine